2-chloro-7-methyl-4-methylsulfanyl-thieno[3,2-d]pyrimidine ClC=1N=C(C2=C(N1)C(=CS2)C)SC